(R)-3-(3-(2-(1H-pyrrolo[2,3-b]pyridin-3-yl)thiazol-5-yl)phenyl)-3-hydroxy-1-methylpyrrolidin-2-one N1C=C(C=2C1=NC=CC2)C=2SC(=CN2)C=2C=C(C=CC2)[C@]2(C(N(CC2)C)=O)O